5-tert-butyl-2-methyl-pyrazole C(C)(C)(C)C=1C=CN(N1)C